9,31-dihexyl-11,29-dimethyl-10,13,27,30-tetraoxo-14,26-dioxa-11,29-diazanonatriacontan-20-yl (3-(dimethylamino)propyl) glutarate C(CCCC(=O)OCCCN(C)C)(=O)OC(CCCCCOC(CN(C(C(CCCCCCCC)CCCCCC)=O)C)=O)CCCCCOC(CN(C(C(CCCCCCCC)CCCCCC)=O)C)=O